6-(benzo[d]thiazol-6-yl)-8-(4-(difluoromethoxy)phenyl)-2-((2,2,2-trifluoroethyl)amino)pyrido[2,3-d]pyrimidin-7(8H)-one S1C=NC2=C1C=C(C=C2)C2=CC1=C(N=C(N=C1)NCC(F)(F)F)N(C2=O)C2=CC=C(C=C2)OC(F)F